2-(2-(((3-(aminomethyl)phenyl)-7-(2-(tetrahydro-2H-pyran-4-yl)ethoxy)benzofuran-3-yl)methoxy)phenyl)acetic acid NCC=1C=C(C=CC1)C=1OC2=C(C1COC1=C(C=CC=C1)CC(=O)O)C=CC=C2OCCC2CCOCC2